ClC1=CC(=C(C=C1C#N)NS(=O)(=O)C=1C=C(C(=O)OC)C=CC1O)N1[C@@H](CCCC1)COCCO methyl (S)-3-(N-(4-chloro-5-cyano-2-(2-((2-hydroxyethoxy) methyl) piperidin-1-yl)phenyl)sulfamoyl)-4-hydroxybenzoate